(S)-2-bromo-4-((2-imino-3-(1-methoxy-3-p-tolylpropan-2-yl)-2,3-dihydro-1H-benzo[d]imidazol-1-yl)methyl)benzonitrile BrC1=C(C#N)C=CC(=C1)CN1C(N(C2=C1C=CC=C2)[C@H](COC)CC2=CC=C(C=C2)C)=N